C1(CCCCC1)CN1[C@H](CN(CC1)CC1=CC=2N(C=C1)N=CC2N2C(N(C(CC2)=O)CC2=C(C=C(C=C2)OC)OC)=O)C (S)-1-(5-((4-(cyclohexylmethyl)-3-methylpiperazin-1-yl)methyl)pyrazolo[1,5-a]pyridin-3-yl)-3-(2,4-dimethoxybenzyl)dihydropyrimidine-2,4(1H,3H)-dione